FC1=CC=C(C=C1)[C@@H]1N(CCC2=CC=CC=C12)C(=O)[C@@H]1C[C@H](CO1)CNC(OC(C)(C)C)=O tert-butyl (((3S,5S)-5-((S)-1-(4-fluorophenyl)-1,2,3,4-tetrahydroisoquinoline-2-carbonyl)tetrahydrofuran-3-yl)methyl)carbamate